1-((5-methylisoxazol-3-yl)methyl)-1H-indazole-3-carboxylic acid CC1=CC(=NO1)CN1N=C(C2=CC=CC=C12)C(=O)O